COC1=CC=C(N=N1)C(=O)OC methyl 6-methoxypyridazine-3-carboxylate